benzimidazol-2-one N=1C(N=C2C1C=CC=C2)=O